di(ethyl)methyl-(tert-butoxy)silane Tert-Butyl-(S)-((4,4-difluorocyclohexyl)(7-(3-ethoxyprop-1-en-2-yl)imidazo[1,2-b]pyridazin-2-yl)methyl)carbamate C(C)(C)(C)N(C(O)=O)[C@H](C=1N=C2N(N=CC(=C2)C(=C)COCC)C1)C1CCC(CC1)(F)F.C(C)[Si](OC(C)(C)C)(C)CC